3-[1-(5-chloro-3-methyl-1-benzofuran-2-yl)-2,2,2-trifluoroethyl]-1-(2-chloropyrimidin-5-yl)urea ClC=1C=CC2=C(C(=C(O2)C(C(F)(F)F)NC(NC=2C=NC(=NC2)Cl)=O)C)C1